C(C1=CC=CC=C1)OCC1(CN(C(O1)=O)C(C)(C)C)C 5-((benzyloxy)methyl)-3-(tert-butyl)-5-methyloxazolidin-2-one